methanesulfonamide 2,2,2-trifluoroacetate FC(C(=O)O)(F)F.CS(=O)(=O)N